6-(tert-butyl)-4-hydroxyquinoline-3-carboxylic acid ethyl ester C(C)OC(=O)C=1C=NC2=CC=C(C=C2C1O)C(C)(C)C